N(=[N+]=[N-])[C@H]1C[C@@H](N(C1)C(=O)NC1=CC=C(C=C1)Cl)C(=O)NC1=C(C=CC(=C1)C(CCC1CC1)(N[S@](=O)C(C)(C)C)C1=CC(=CC=C1)C#N)F (2R,4s)-4-azido-N1-(4-chlorophenyl)-N2-(5-((+)-1-(3-cyanophenyl)-3-cyclopropyl-1-((R)-1,1-dimethylethylsulfinamido)propyl)-2-fluorophenyl)pyrrolidine-1,2-dicarboxamide